1-methylsulfonyl-4-(4,4,5,5-tetramethyl-1,3,2-dioxaborolan-2-yl)-3,6-dihydro-2H-pyridine CS(=O)(=O)N1CCC(=CC1)B1OC(C(O1)(C)C)(C)C